C1(=CC=CC=C1)C=1SC2=NC=C(C=C2N1)C(=O)N 2-phenylthiazolo[5,4-b]pyridine-6-carboxamide